O(C1=CC=CC=C1)N(P(=O)(N)N)CCOCC1=CC=CC2=CC=CC=C12 phenoxy-N-(2-(naphthalen-1-ylmethoxy)ethyl)-phosphoramide